allyl pelargonate C(CCCCCCCC)(=O)OCC=C